C1(CC1)[C@H](CP(O)(=O)C)C1=CC(=CC=C1)OCC1CCC(CC1)C1=C(C=CC(=C1)OC)C(F)F ((S)-2-cyclopropyl-2-(3-(((1s,4R)-4-(2-(difluoromethyl)-5-methoxyphenyl)cyclohexyl)methoxy)phenyl)ethyl)(methyl)phosphinic acid